C1(=CC=CC=C1)CCCC(=O)N[C@@H](C(C)C)C(=O)N[C@H](CCC(=O)OCC)C(=O)OCC Diethyl (4-phenylbutanoyl)-L-valyl-D-glutamate